F[B-](F)(F)F.C(CCC)N1C=[N+](C=C1)C 1-butyl-3-methylimidazolium tetrafluoroborate salt